ClC=1C=C2C=NN(C2=C(C1C)C1=C(C(=NC=2CN(CCC12)C(C)C)N1CC2(CN(C2)C(C=C)=O)CC1)C)C (P)-1-(6-(4-(5-chloro-1,6-dimethyl-1H-indazol-7-yl)-3-methyl-7-(2-propanyl)-5,6,7,8-tetrahydro-1,7-naphthyridin-2-yl)-2,6-diazaspiro[3.4]octan-2-yl)-2-propen-1-one